Cl.COC=1N=C2C(=C3C(=NC2=CC1OC)CCC3)N[C@H]3CNCCCC3 (3R)-N-[2,3-dimethoxy-6H,7H,8H-cyclopenta[b]1,5-naphthyridin-9-yl]azepan-3-amine-HCl